CC(C#N)CCC#N 2-Methylpentandinitrile